NC=1C=C(C=C(C1)C(F)(F)F)[C@@H](C)NC=1C2=C(N=C(N1)C)C=NC(=C2)C=2CCNCC2 (R)-N-(1-(3-amino-5-(trifluoromethyl)phenyl)ethyl)-2-methyl-6-(1,2,3,6-tetrahydropyridine-4-yl)pyrido[3,4-d]pyrimidin-4-amine